C(C1=CC=CC=C1)OC1=CC=C(OCCCCC)C=C1 5-(4-(benzyloxy)phenoxy)pentane